methyl 3-[[7-benzyloxy-4-(4-fluorophenyl)-3-isopropenyl-2-quinolyl]amino]-2-methyl-propanoate C(C1=CC=CC=C1)OC1=CC=C2C(=C(C(=NC2=C1)NCC(C(=O)OC)C)C(=C)C)C1=CC=C(C=C1)F